C(C)(=O)O[C@H]1[C@H](O[C@H]([C@@H]([C@H]1OC(C)=O)OC(C)=O)OC=1C(=NC=CC1)F)COC(C)=O (2R,3S,4S,5R,6S)-2-(acetoxymethyl)-6-((2-fluoropyridin-3-yl)oxy)tetrahydro-2H-pyran-3,4,5-triyl triacetate